C1(CCC1)N1N=C(C=C1)B1OC(C(O1)(C)C)(C)C 1-cyclobutyl-3-(4,4,5,5-tetramethyl-1,3,2-dioxaborolan-2-yl)pyrazole